[N+](=O)([O-])NC(=O)N N-nitrourea